The molecule is an N-acylserotonin obtained by formal condensation of the carboxy group of arachidonic acid with the primary amino group of serotonin. It has a role as a human metabolite, a signalling molecule, an antioxidant, an anti-inflammatory agent, an anticonvulsant, a capsaicin receptor antagonist and an EC 3.5.1.99 (fatty acid amide hydrolase) inhibitor. It is a member of phenols and a N-acylserotonin. It derives from an arachidonic acid. CCCCC/C=C\\C/C=C\\C/C=C\\C/C=C\\CCCC(=O)NCCC1=CNC2=C1C=C(C=C2)O